FC=1C=CC(=C(C1)NC(C(C)(C)C)=O)C N-(5-fluoro-2-methyl-phenyl)-2,2-dimethyl-propionamide